tert-butyl 8-{[1-(6-chloro-2-formylpyridin-3-yl)-4-hydroxypiperidin-4-yl]methoxy}octanoate ClC1=CC=C(C(=N1)C=O)N1CCC(CC1)(O)COCCCCCCCC(=O)OC(C)(C)C